N-[(1-Methyl-1H-pyrazol-3-yl)methyl]-2'-(pyridin-2-ylmethyl)-8'-(trifluoromethyl)-2',5'-dihydrospiro[cyclobutan-1,4'-furo[2,3-g]indazol]-7'-carboxamide CN1N=C(C=C1)CNC(=O)C1=C(C2=C(CC3(C4=CN(N=C24)CC2=NC=CC=C2)CCC3)O1)C(F)(F)F